CC1=CC=C(C2=CC=CC=C12)C1=C(SC=C1)SC(C(=O)OCC)(C)C Ethyl 2-(3-(4-methylnaphthalen-1-yl) thiophen-2-ylthio)-2-methylpropionate